Thiodiethyleneglycol bis[3-(3,5-di-tert-butyl-4-hydroxyphenyl) propionate] C(C)(C)(C)C=1C=C(C=C(C1O)C(C)(C)C)CCC(=O)OCCSCCOC(CCC1=CC(=C(C(=C1)C(C)(C)C)O)C(C)(C)C)=O